ClC=1C=C(C=CC1)C=1C=CC=NC1OC(F)F 5-(3-chlorophenyl)-6-(difluoromethoxy)pyridin